O=C1C(=CN(C2=NC=CC=C12)C1=NC=NS1)C(=O)[O-] 4-oxo-1-(1,2,4-thiadiazol-5-yl)-1,4-dihydro-1,8-naphthyridine-3-carboxylate